FC1=C(N)C(=CC=C1CCC1=CC(=C(C(=C1)OC)OC)OC)OC 2-fluoro-6-methoxy-3-(3,4,5-trimethoxyphenethyl)aniline